C1N(CCC2=CC=CC=C12)C1CC(CC1=C=O)NC(OC(C)(C)C)=O t-butyl (3-(3,4-dihydroisoquinolin-2(1H)-yl)-4-carbonylcyclopentyl)carbamate